N-(2-cyanoisoindolin-4-yl)-4-(pyridin-4-yl)benzamide C(#N)N1CC2=CC=CC(=C2C1)NC(C1=CC=C(C=C1)C1=CC=NC=C1)=O